OC12CCC(CC1)(CC2)NC(C2=CC=C(C=C2)C2=NC(=CC1=C2C=CO1)C)=O N-(4-hydroxybicyclo[2.2.2]octan-1-yl)-4-(6-methylfuro[3,2-c]pyridin-4-yl)benzamide